2-methyl-4-(4-(3-(trifluoromethyl)benzyl)pyridin-2-yl)benzoic acid CC1=C(C(=O)O)C=CC(=C1)C1=NC=CC(=C1)CC1=CC(=CC=C1)C(F)(F)F